OCCCCCN(CCCCCCCC(=O)OC(CCCCCC(F)(F)F)CCCCCCCC(F)(F)F)CCCCCC(OCCCCCCCCCCC(F)(F)F)=O 1,1,1,15,15,15-Hexafluoropentadecan-7-yl 8-((5-hydroxypentyl)(6-oxo-6-((11,11,11-trifluoroundecyl)oxy)hexyl)amino)octanoate